N-(2-bromo-3-fluorophenyl)-2-(hydroxyimino)acetamide BrC1=C(C=CC=C1F)NC(C=NO)=O